2-bromo-5-(methylsulfonyl)aniline BrC1=C(N)C=C(C=C1)S(=O)(=O)C